C(C1=CC=CC=C1)N(C=1C=C(C=CC1)N1CCC(CC1)N(C(OC(C)(C)C)=O)C)C tert-butyl N-[1-[3-[benzyl(methyl)amino]phenyl]-4-piperidyl]-N-methyl-carbamate